C(#N)C1=CC2=C(CN(C[C@H]2C2=C(C=CC=C2)C=2C(=NN(C2)CC)C(F)(F)F)C(=O)C=2CN(CC2)C(=O)OC(C)(C)C)S1 tert-Butyl (S)-3-(2-cyano-4-(2-(1-ethyl-3-(trifluoromethyl)-1H-pyrazol-4-yl)phenyl)-4,5,6,7-tetrahydrothieno[2,3-c]pyridine-6-carbonyl)-2,5-dihydro-1H-pyrrole-1-carboxylate